NC=1N=C(C2=C(N1)C(=CS2)Br)C=2N=NNC2 4-(2-Amino-7-bromothieno[3,2-d]pyrimidin-4-yl)-1H-1,2,3-triazole